FC1=CC(=CC2=CN(N=C12)C)C1=CN2C(S1)=NC(=N2)C2CCN(CC2)C(=O)OCC2=CC=CC=C2 benzyl 4-[5-(7-fluoro-2-methylindazol-5-yl)-[1,2,4]triazolo[3,2-b][1,3]thiazol-2-yl]piperidine-1-carboxylate